2-methyl-5-(7'-(piperidine-1-carbonyl)-1'H-spiro[cyclopropane-1,2'-imidazo[1,2-a]quinoxaline]-4'-yl)isoindolin-1-one CN1C(C2=CC=C(C=C2C1)C=1C=2N(C3=CC=C(C=C3N1)C(=O)N1CCCCC1)CC1(N2)CC1)=O